FC1CC2=CC=CC(=C2C1)C1=C(C=C2C(=N1)C(=NN2)C=2C=NC(=CC2)C2CCNCC2)OC 5-(2-fluoro-2,3-dihydro-1H-inden-4-yl)-6-methoxy-3-(6-(piperidin-4-yl)pyridin-3-yl)-1H-pyrazolo[4,3-b]Pyridine